N1(CCNCCC1)C1=NC=C(C(=N1)N1CC(C1)C(=O)NC(C)C1=C(N=C2N1C=CC=C2)C)OC 1-[2-(1,4-diazepan-1-yl)-5-methoxypyrimidin-4-yl]-N-(1-{2-methylimidazo[1,2-a]pyridin-3-yl}ethyl)azetidine-3-carboxamide